methyl 2-((7-methyl-1H-indazol-5-yl)methyl)-4-oxo-4-(4-(7-oxo-3,4,7,8-tetrahydro-2H-thiopyrano[2,3-b]pyridin-6-yl)piperidin-1-yl)butanoate CC=1C=C(C=C2C=NNC12)CC(C(=O)OC)CC(N1CCC(CC1)C1=CC2=C(NC1=O)SCCC2)=O